triethylamine propanedisulfonate C(CCS(=O)(=O)O)S(=O)(=O)O.C(C)N(CC)CC